FC1=CC=2N(C=C1)C(=CN2)C2=CC(=NC=N2)NCC2=CC=C(C=C2)C=2N=COC2 6-{7-Fluoroimidazo[1,2-a]pyridin-3-yl}-N-{[4-(1,3-oxazol-4-yl)phenyl]methyl}pyrimidin-4-amine